CN(C1=CC=C(C=N1)NC(=N)N)C 1-(6-(dimethylamino)pyridin-3-yl)guanidine